O1CC(C1)N1CCN(CC1)C1=CC=C(C=C1)B1OC(C)(C)C(C)(C)O1 4-(4-(oxetan-3-yl)piperazin-1-yl)phenylboronic acid pinacol ester